C1(=CC(=CC=C1)C1=NC=2N(C(N(C(C2N1CC1=NC=C(C=C1)Cl)=O)CCCO)=O)C)C1=CC=CC=C1 8-([1,1'-biphenyl]-3-yl)-7-((5-chloropyridin-2-yl)methyl)-1-(3-hydroxypropyl)-3-methyl-1H-purine-2,6(3H,7H)-dione